N6-isopentenyladenosin C(CC(=C)C)NC=1C=2N=CN([C@H]3[C@H](O)[C@H](O)[C@@H](CO)O3)C2N=CN1